3-[[(1R)-1-(3,6-Dimethyl-4-oxo-2-phenyl-chromen-8-yl)ethyl]amino]-N-(1,3,4-oxadiazol-2-ylmethyl)pyridine-2-carboxamide CC1=C(OC2=C(C=C(C=C2C1=O)C)[C@@H](C)NC=1C(=NC=CC1)C(=O)NCC=1OC=NN1)C1=CC=CC=C1